B([O-])(F)F.[Na+] Sodium difluoroborate